Methyl (S)-5,9-dioxo-4,5,6,7,8,9-hexahydro-3-oxa-1-thia-5a,8-diazabenzo[cd]azulene-7-carboxylate O=C1COC2=CSC=3C(N[C@@H](CN1C23)C(=O)OC)=O